4-bromo-1-[(4-chlorophenyl)methyl]-2-[3-(trifluoromethoxy)phenoxy]-1H-imidazole-5-carboxylic acid BrC=1N=C(N(C1C(=O)O)CC1=CC=C(C=C1)Cl)OC1=CC(=CC=C1)OC(F)(F)F